CN1C(=NC(=C1)C(F)(F)F)C1=CC=C(O1)C=O 5-(1-methyl-4-(trifluoromethyl)-1H-imidazol-2-yl)furan-2-carbaldehyde